N1CC(C1)N(C1=CC=CC=C1)CC1(CC1)C(F)(F)F (azetidin-3-yl)-N-[[1-(trifluoromethyl)cyclopropyl]methyl]aniline